(R)-2-((benzo[d]thiazol-5-ylmethyl)(3-methylbutan-2-yl)amino)-2-oxoacetic acid methyl ester COC(C(=O)N([C@H](C)C(C)C)CC=1C=CC2=C(N=CS2)C1)=O